4-(3-(4-(2-(4-((1-(2,6-difluoro-4-(pyrazin-2-yl)benzoyl)piperidin-4-yl)methyl)piperazin-1-yl)acetyl)piperazine-1-carbonyl)-4-fluorobenzyl)phthalazin-1(2H)-one FC1=C(C(=O)N2CCC(CC2)CN2CCN(CC2)CC(=O)N2CCN(CC2)C(=O)C=2C=C(CC3=NNC(C4=CC=CC=C34)=O)C=CC2F)C(=CC(=C1)C1=NC=CN=C1)F